rac-5-(tetrahydro-2H-pyran-2-yl)-1,3,4-thiadiazol-2-amine O1[C@H](CCCC1)C1=NN=C(S1)N |r|